(2-(3,8-diazabicyclo[3.2.1]octan-8-yl)-6,7-dihydrothiazolo[5,4-c]pyridin-5(4H)-yl)(6-fluoro-4-methylpyridin-3-yl)methanone C12CNCC(CC1)N2C=2SC=1CN(CCC1N2)C(=O)C=2C=NC(=CC2C)F